COC=1C=C2C=CC(=CC2=CC1)[C@@H](CO)C (S)-2-(6-methoxy-2-naphthyl)-1-propanol